2-bromo-1-(naphthalen-1-yl)ethan-1-one BrCC(=O)C1=CC=CC2=CC=CC=C12